racemic-1-(tert-butyl) 2-methyl (2R)-5-(4-ethoxy-2-hydroxy-4-oxobutyl)pyrrolidine-1,2-dicarboxylate C(C)OC(CC(CC1CC[C@@H](N1C(=O)OC(C)(C)C)C(=O)OC)O)=O